3,21-difluoro-14-methyl-10-[(methylsulfonyl)methyl]-13,19-dioxa-5,7,25-triazatetracyclo[18.3.1.12,6.18,12]hexacosa-1(24),2(26),3,5,8(25),9,11,20,22-nonaene FC=1C=2C=3C=CC(=C(OCCCCC(OC4=CC(=CC(NC(=NC1)C2)=N4)CS(=O)(=O)C)C)C3)F